3-ethyl-7-[(1-piperazinyl)methyl]-1,5-diaza-2(1H)-naphthalenone hydrochloride salt Cl.C(C)C=1C(NC2=CC(=CN=C2C1)CN1CCNCC1)=O